Cl.Cl.CC1=C(C2=C(N=N1)SC1=C2N=CN=C1N1CC(C1)OC=1C=NC=CC1)C 3,4-dimethyl-8-[3-(3-pyridyloxy)azetidin-1-yl]pyrimido[4',5':4,5]thieno[2,3-c]pyridazine dihydrochloride